FC1=C(C=CC=C1)C1=NN2C(=NC=3C=CC(=CC3C2=N1)C(F)(F)F)N[C@H]1C(NCCCC1)=O (3R)-3-{[2-(2-fluorophenyl)-9-(trifluoromethyl)[1,2,4]triazolo[1,5-c]quinazolin-5-yl]amino}azepan-2-one